2-fluoro-N-(2-fluoro-4-nitrophenyl)-4-nitrobenzamide FC1=C(C(=O)NC2=C(C=C(C=C2)[N+](=O)[O-])F)C=CC(=C1)[N+](=O)[O-]